(1R,6S)-1-{5-methyl-2-[trans-4-(trifluoromethyl)cyclohexyl]pyrazolo[1,5-a]pyrimidin-7-yl}-3-azabicyclo[4.1.0]heptane-3-carboxylic acid methyl ester COC(=O)N1C[C@]2(C[C@H]2CC1)C1=CC(=NC=2N1N=C(C2)[C@@H]2CC[C@H](CC2)C(F)(F)F)C